5,7-di-tert-butyl-3-(4-ethoxy-phenyl)benzofuran-2-on C(C)(C)(C)C=1C=C(C2=C(C(C(O2)=O)C2=CC=C(C=C2)OCC)C1)C(C)(C)C